(R)-N-(4-cyclobutyl-5-(4-fluorophenyl)-1-methyl-1H-pyrazol-3-yl)-2-(2,2,3,3-tetrafluorocyclobutyl)acetamide C1(CCC1)C=1C(=NN(C1C1=CC=C(C=C1)F)C)NC(C[C@H]1C(C(C1)(F)F)(F)F)=O